C1CCC2=C(C=CC=C12)C1=C(C=C2C(=N1)C(=NN2)C=2C=CC(=NC2)C2N(CCNC2)C(=O)NCC)OC (5-(5-(2,3-dihydro-1H-inden-4-yl)-6-methoxy-1H-pyrazolo[4,3-b]pyridin-3-yl)pyridin-2-yl)-N-ethylpiperazine-1-carboxamide